(S)-3-(4-fluoro-3-methylphenyl)-1-((1-methoxyisoquinolin-4-yl)methyl)-1-methylurea FC1=C(C=C(C=C1)NC(N(C)CC1=CN=C(C2=CC=CC=C12)OC)=O)C